2-dimethylamino-1-(4-ethylphenyl)-2-methylpropan-1-one CN(C(C(=O)C1=CC=C(C=C1)CC)(C)C)C